CN(C1=C(C=CC=C1F)C=1C=CC=2N(C1)C=C(N2)NC(=O)C2C(C2)F)C N-(6-(2-(dimethylamino)-3-fluorophenyl)imidazo[1,2-a]pyridin-2-yl)-2-fluorocyclopropanecarboxamide